4-Methyl-2-(2-(4-methylpiperazin-1-yl)ethoxy)-N-(3-phenylprop-2-yn-1-yl)-1H-imidazole-1-carboxamide CC=1N=C(N(C1)C(=O)NCC#CC1=CC=CC=C1)OCCN1CCN(CC1)C